N-[trans-4-[[4-amino-7-[(E)-3-hydroxy-1-methyl-prop-1-enyl]-5,5-dimethyl-6H-benzo[H]quinazolin-8-yl]oxy]cyclohexyl]carbamic acid tert-butyl ester C(C)(C)(C)OC(N[C@@H]1CC[C@H](CC1)OC=1C=CC2=C(CC(C=3C(=NC=NC23)N)(C)C)C1\C(=C\CO)\C)=O